C(C1=CC=CC=C1)OC(=O)N1CCOC2(C1)CCOCC2 1,9-dioxa-4-azaspiro[5.5]undecane-4-carboxylic acid benzyl ester